1-methyl-1H-pyrrol-2-ide CN1[C-]=CC=C1